6-(2-fluoro-4-(2-methyl-7-((tetrahydrofuran-2-yl)methoxy)-2H-indazol-4-yl)benzyl)-6,7-dihydro-5H-pyrrolo[3,4-b]pyridin-5-one-7,7-d2 FC1=C(CN2C(C3=NC=CC=C3C2=O)([2H])[2H])C=CC(=C1)C=1C2=CN(N=C2C(=CC1)OCC1OCCC1)C